FC1=CC2=C(NC(=N2)C2=CC(=NN2C)NC(=O)C=2C=NC(=CC2)N2CC(C2)OC)C=C1 N-[5-(5-fluoro-1H-benzimidazol-2-yl)-1-methyl-pyrazol-3-yl]-6-(3-methoxyazetidin-1-yl)pyridine-3-carboxamide